CC=1OC2=C(C1C(=O)NC1=NN(C=C1)C)C=C(C=C2)OCC2=C(N=CS2)C 2-methyl-N-(1-methyl-1H-pyrazol-3-yl)-5-((4-methylthiazol-5-yl)methoxy)benzofuran-3-carboxamide